(R)-methyl 2-amino-3-(3-(4-chloro-1-propyl-1H-pyrazol-5-yl)-5-fluorobenzamido)propanoate N[C@@H](C(=O)OC)CNC(C1=CC(=CC(=C1)F)C1=C(C=NN1CCC)Cl)=O